C1(CCCC1)N1C=C(C=CC1=O)C=1C=NC=C(C1)C=1C=C2CC(N(C2=CC1)C)=O 5-(1'-cyclopentyl-6'-oxo-1',6'-dihydro-[3,3'-bipyridin]-5-yl)-1-methylindolin-2-one